(2R,3S)-2-(3-(5-methyl-1H-imidazo[4,5-b]pyridin-1-yl)propyl)piperidin-3-ol dihydrochloride Cl.Cl.CC1=CC=C2C(=N1)N=CN2CCC[C@H]2NCCC[C@@H]2O